Tert-butyl (3-bromo-2-methoxy-6-nitrophenyl)(ethyl)carbamate BrC=1C(=C(C(=CC1)[N+](=O)[O-])N(C(OC(C)(C)C)=O)CC)OC